(1R,2S)-1-tert-butoxycarbonylamino-2-vinylcyclopropanecarboxylic acid C(C)(C)(C)OC(=O)N[C@]1([C@@H](C1)C=C)C(=O)O